9-(2,6-dimethyl-4-prop-1-ynyl-phenyl)-8-hydroxy-3-azaspiro[5.5]undeca-4,8-dien-10-one hydrochloride Cl.CC1=C(C(=CC(=C1)C#CC)C)C1=C(CC2(C=CNCC2)CC1=O)O